ClC1=NC=C(C(=C1)C1=C(C=NC(=C1)C)C(=O)NC=1SC(=NN1)O[C@@]1(COCC1)C)OC (S)-2'-chloro-5'-methoxy-6-methyl-N-(5-((3-methyltetrahydrofuran-3-yl)oxy)-1,3,4-thiadiazol-2-yl)-(4,4'-bipyridine)-3-carboxamide